(2R,3S,4R,5R,6R)-5-acetamido-2-(acetoxymethyl)-6-((S)-3-acrylamido-4-oxo-4-(propylamino)butanamido)tetrahydro-2H-pyran-3,4-diyl diacetate C(C)(=O)O[C@@H]1[C@H](O[C@H]([C@@H]([C@H]1OC(C)=O)NC(C)=O)NC(C[C@@H](C(NCCC)=O)NC(C=C)=O)=O)COC(C)=O